2-Chloro-6,7-dihydro-5H-cyclopenta[b]pyrazine ClC1=CN=C2C(=N1)CCC2